O1C(=CC2=C1C=CC=C2)C=2C=C(C=C(C2)O)O 5-(benzofuran-2-yl)benzene-1,3-diol